2-((3R*,4R*)-4-((4-(Ethyl(((1r,4R)-4-(trifluoromethyl)cyclohexyl)methyl)amino)-7H-pyrrolo[2,3-d]pyrimidin-7-yl)methyl)-3-hydroxypiperidin-1-yl)acetamide C(C)N(C=1C2=C(N=CN1)N(C=C2)C[C@@H]2[C@H](CN(CC2)CC(=O)N)O)CC2CCC(CC2)C(F)(F)F |o1:13,14|